3-methyl-3-(2-bromobenzyl)azetidine CC1(CNC1)CC1=C(C=CC=C1)Br